FC1([C@]2(C1)CN1CCC1(C2)CO)F ((3R)-2',2'-difluoro-1-azaspiro[bicyclo[3.2.0]heptane-3,1'-cyclopropan]-5-yl)methanol